bis(3-trifluoromethyl-5-(2-pyridyl)pyrazole) ((2,4-difluorobenzyl) diphenylphosphinate) iridium (III) [Ir+3].FC1=C(CC2=C(C=CC=C2)P([O-])(=O)C2=CC=CC=C2)C=CC(=C1)F.FC(C1=NNC(=C1)C1=NC=CC=C1)(F)F.FC(C1=NNC(=C1)C1=NC=CC=C1)(F)F.FC1=C(CC2=C(C=CC=C2)P([O-])(=O)C2=CC=CC=C2)C=CC(=C1)F.FC1=C(CC2=C(C=CC=C2)P([O-])(=O)C2=CC=CC=C2)C=CC(=C1)F